Cl.N[C@H]1[C@@H](CCC1)C1=CC=C(C=C1)C=1C=2C3=C(C(NC2C(=CC1O)SC)=O)SC=C3 trans-9-(4-(2-aminocyclopentyl)phenyl)-8-hydroxy-6-methylthiothieno[2,3-c]quinolin-4(5H)-one hydrochloride